6-methoxy-2-(4-pyridyl)-5-(trifluoromethyl)-4(3H)-pyrimidinone COC1=C(C(NC(=N1)C1=CC=NC=C1)=O)C(F)(F)F